CC1=C(C=C(C(=C1)C)O)O 4,6-dimethyl-1,3-dihydroxybenzene